Lithium 3-((N-(4-(trifluoromethyl)benzyl)thiophen-2-sulfonamido)ethynyl)-2-(1H-pyrrol-1-yl)benzoate FC(C1=CC=C(CN(S(=O)(=O)C=2SC=CC2)C#CC=2C(=C(C(=O)[O-])C=CC2)N2C=CC=C2)C=C1)(F)F.[Li+]